FC(CNC(C(=O)N1[C@@H]([C@H]2C([C@H]2C1)(C)C)C(=O)N[C@@H](C[C@H]1C(NCC1)=O)C(COC(F)(F)F)=O)=O)F (1R,2S,5S)-3-(2-((2,2-difluoroethyl)amino)-2-oxoacetyl)-6,6-dimethyl-N-((S)-3-oxo-1-((S)-2-oxopyrrolidin-3-yl)-4-(trifluoromethoxy)butan-2-yl)-3-azabicyclo-[3.1.0]hexane-2-carboxamide